COC1=CC=C(C=N1)[C@H](CC(=O)O)NC(=O)C=1C=NN(C1)CC1=NC=2NCCCC2C=C1 (S)-3-(6-methoxypyridin-3-yl)-3-(1-((5,6,7,8-tetrahydro-1,8-naphthyridin-2-yl)methyl)-1H-pyrazole-4-carboxamido)propionic acid